2-methyl-9,10-dipropyl-anthracene CC1=CC2=C(C3=CC=CC=C3C(=C2C=C1)CCC)CCC